C1(=CC=CC=C1)NC(=O)NC1=CC=CC=C1 1,3-bisphenylurea